[Si](C)(C)(C(C)(C)C)OC1CN(CC1NC1=CC(=CC(=C1)Br)Br)C(C)=O 1-(3-((tert-butyldimethylsilyl)oxy)-4-((3,5-dibromophenyl)amino)pyrrolidin-1-yl)ethan-1-one